N1N=CC(=C1)C1=CN=C2C(=N1)N(C=N2)CC=2C(=C1C=CC=NC1=CC2F)F 6-((6-(1H-pyrazol-4-yl)-1H-imidazo[4,5-b]pyrazin-1-yl)methyl)-5,7-difluoroquinoline